C1=CC(=C(C=C1Br)Br)OC2=C(C(=C(C=C2)Br)Br)Br The molecule is a polybromodiphenyl ether that is diphenyl ether in which the hydrogens at the 2, 3, 4, 2', and 4' positions have been replaced by bromines.